ClCC(=O)NCC1=C2C(N(C(C2=CC=C1)=O)C1C(NC(CC1)=O)=O)=O 2-chloro-N-{(2-(2,6-dioxo(3-piperidinyl))-1,3-dioxoisoindolin-4-yl)methyl}acetamide